5-bromo-2-[(dimethylphosphoryl)methyl]pyridine BrC=1C=CC(=NC1)CP(=O)(C)C